ClC1=C(C=CC(=C1)Cl)C=1CCCC2=C(C1C1=CC=C(C=C1)C=C1CN(C1)C(CCF)([2H])[2H])C=CC=C2 8-(2,4-Dichlorophenyl)-9-(4-((1-(3-fluoropropyl-1,1-d2)azetidin-3-yliden)methyl)phenyl)-6,7-dihydro-5H-benzo[7]annulen